BrC=1C=NC2=C(N=C(C=C2C1)C)Cl 3-bromo-8-chloro-6-methyl-1,7-naphthyridine